NC1=CC=C(C=C1)N1N=C(C2=C1C(NCC2)=O)C(=O)OCC ethyl 1-(4-aminophenyl)-7-oxo-4,5,6,7-tetrahydro-1H-pyrazolo[3,4-c]pyridine-3-carboxylate